BrC=1SC=2CN(CCC2N1)C(=O)OC(C)(C)C tert-butyl 2-bromo-6,7-dihydrothiazolo[5,4-C]pyridine-5(4H)-carboxylate